4-(benzyloxy)-N-(3-methyl-1-(2-(1-METHYLPIPERIDIN-4-yl)ethyl)-1H-indazol-6-yl)benzamide C(C1=CC=CC=C1)OC1=CC=C(C(=O)NC2=CC=C3C(=NN(C3=C2)CCC2CCN(CC2)C)C)C=C1